C(CCCCCCC)[Si]1(O[Si](O[Si](O[Si](O1)(C)CCCCCCCC)(C)CCCCCCCC)(C)CCCCCCCC)C tetraoctyl-tetramethyl-cyclotetrasiloxane